NC1=C(C(=NC=N1)NC1=CC(=C2N(C1=O)C1(CCN(CC1)CC#N)NC2=O)C)Cl 2-(6-((6-amino-5-chloropyrimidin-4-yl)amino)-8-methyl-1,5-dioxo-1,5-dihydro-2H-spiro[imidazo[1,5-a]pyridine-3,4'-piperidine]-1'-yl)acetonitrile